7-hydroxy-3'-((methylamino)methyl)-4'-fluoroisoflavone OC1=CC=C2C(C(=COC2=C1)C1=CC(=C(C=C1)F)CNC)=O